4-(2-(((3r,5r,7r)-adamantan-1-yl)methoxy)-4-((1r,5s)-3,8-diazabicyclo[3.2.1]oct-3-yl)-8-fluoro-6-nitroquinazolin-7-yl)-5-ethynyl-6-fluoronaphthalen-2-amine C12(CC3CC(CC(C1)C3)C2)COC2=NC3=C(C(=C(C=C3C(=N2)N2C[C@H]3CC[C@@H](C2)N3)[N+](=O)[O-])C3=CC(=CC2=CC=C(C(=C32)C#C)F)N)F